N[C@@H]1C2=CC=CC=C2CC12CCN(CC2)C2=NC=C(C(N2C)=O)C#CCC2=CC(=NC=C2)O (S)-2-(1-amino-1,3-dihydrospiro[indene-2,4'-piperidine]-1'-yl)-5-(3-(2-hydroxypyridin-4-yl)prop-1-yn-1-yl)-3-methylpyrimidin-4(3H)-one